7-hydroxy-docosapentaenoic acid OC(=CC=CC=CC(=O)O)C=CC=CCCCCCCCCCCC